2,4,6-triisopropyl-benzenesulfonyl chloride C(C)(C)C1=C(C(=CC(=C1)C(C)C)C(C)C)S(=O)(=O)Cl